S1C(=NC=C1)C=1C=NC(=NC1)C=1CCN(CC1)C(=O)OC(C)(C)C tert-Butyl 4-(5-(thiazol-2-yl)pyrimidin-2-yl)-3,6-dihydropyridine-1(2H)-carboxylate